NC1=NC2=CC=C(C=C2C=C1C)C(=O)N(CC1=NC=C(C=C1)C(F)(F)F)[C@H]1[C@@H](CC2=CC=CC=C12)OC 2-amino-N-((1R,2R)-2-methoxy-2,3-dihydro-1H-inden-1-yl)-3-methyl-N-((5-(trifluoromethyl)-2-pyridinyl)methyl)-6-quinolinecarboxamide